6-butyl-1,2,3,4-tetrahydronaphthalene C(CCC)C=1C=C2CCCCC2=CC1